C(#C)C=1C=C(C=CC1)NC(C1=CC=C(C=C1)OC)=O N-(3-ethynylphenyl)-4-methoxybenzamide